4-(1-piperazinyl)benzonitrile N1(CCNCC1)C1=CC=C(C#N)C=C1